The molecule is a dimeric naphthopyran with formula C32H28O11, originally isolated from Aspergillus niger. It has a role as an Aspergillus metabolite and an antibacterial agent. It is a biaryl, an aromatic ether, an aromatic ketone, a cyclic hemiketal, a cyclic ketone, a polyphenol and a naphtho-gamma-pyrone. CC1=CC(=O)C2=C(C=C3C=C(C(=C(C3=C2O1)OC)C4=C5C(=C(C6=C4C=C(C=C6OC)OC)O)C(=O)CC(O5)(C)O)OC)O